C(O[C@@]1(C(OCC=2C(N3CC=4C(=NC=5C=CC=CC5C4CCN(C(C)=O)C(C)C)C3=CC21)=O)=O)CC)([O-])=O ((S)-4-ethyl-11-(2-(N-isopropylacetamido) ethyl)-3,14-dioxo-3,4,12,14-tetrahydro-1H-pyrano[3',4':6,7]indolizino[1,2-b]quinolin-4-yl) carbonate